benzyl 3-((1-(tert-butoxycarbonyl)-1H-pyrrolo[2,3-c]pyridin-3-yl)methyl)-5-methyl-4-oxo-5,6,8,9-tetrahydro-3H-pyrido[4',3':4,5]pyrrolo[2,3-d]pyridazine-7(4H)-carboxylate C(C)(C)(C)OC(=O)N1C=C(C=2C1=CN=CC2)CN2N=CC1=C(C2=O)N(C2=C1CCN(C2)C(=O)OCC2=CC=CC=C2)C